2-((2-mercaptoethyl)thio)propylisothiourea SCCSC(CNC(S)=N)C